C(C=C)(=O)OCCCCCCCC[Si](F)(F)F acryloxyoctyltrifluorosilane